FC1=CC(=CC=2N(C(=NC21)C)C(C)C)C2=CNC1=NC=C(C=C12)C(=O)NC=1C=NC=C(C1)F 3-(4-fluoro-1-isopropyl-2-methyl-1H-benzo[d]imidazol-6-yl)-N-(5-fluoropyridin-3-yl)-1H-pyrrolo[2,3-b]pyridine-5-carboxamide